ClC1=C(C=C(C=C1)[C@H]1[C@H](O)[C@@H](O)[C@H](O)[C@H](O1)CO)CC1=CC=C(C=C1)OCC (1S)-1,5-Anhydro-1-C-[4-chloro-3-[(4-ethoxyphenyl)methyl]phenyl]-D-glucitol